CC1=C(C=C(C=C1)C)N1CCN(CC1)S(=O)(=O)C1=CC=C(S1)C(=O)N(C)C 5-((4-(2,5-dimethylphenyl)piperazin-1-yl)sulfonyl)-N,N-dimethylthiophene-2-carboxamide